omega-methyl-arginine CNC(NCCC[C@H](N)C(=O)O)=N